ClC1=C(C=2N=C(N=C(C2C=N1)N1[C@@H]2[C@H]([C@@H]2CCCC1)F)F)C 7-Chloro-2-fluoro-4-((1S,7R,8S)-8-fluoro-2-azabicyclo[5.1.0]octan-2-yl)-8-methylpyrido[4,3-d]pyrimidine